COC(COC1(CCCCCC1)CN1N=CC(=C1C)I)COC 1-((1-(2,3-dimethoxypropoxy)cycloheptyl)methyl)-4-iodo-5-methyl-1H-pyrazole